NC1=NC=C(C(N1)=O)C=1N=CN(C1)[C@@H]1O[C@@H]([C@H]([C@@]1(C)F)O)CO 2-amino-5-(1-((2R,3R,4R,5R)-3-fluoro-4-hydroxy-5-(hydroxymethyl)-3-methyltetrahydrofuran-2-yl)-1H-imidazol-4-yl)pyrimidin-4(3H)-one